ClC1=C(C=C(C=C1)N1N=CN=C1CNC(NCC1=NC=NN1C1CCOCC1)=O)F 3-{[1-(4-chloro-3-fluorophenyl)-1H-1,2,4-triazol-5-yl]methyl}-1-{[1-(oxan-4-yl)-1H-1,2,4-triazol-5-yl]methyl}urea